1-(2-((4-methoxybenzyl)amino)benzo[cd]indole-6-yl)-5-(trifluoromethyl)-1H-pyrazole-4-carboxylic acid ethyl ester C(C)OC(=O)C=1C=NN(C1C(F)(F)F)C=1C=2C3=C(C(=NC3=CC1)NCC1=CC=C(C=C1)OC)C=CC2